FC=1C=C(C=C(C1)F)NC1=NC2=CC(=CC=C2C(N1)=O)C(F)(F)F 2-((3,5-difluorophenyl)amino)-7-(trifluoromethyl)quinazolin-4(3H)-one